CC1=C(C=C)C=C(C(=C1)C)C 2,4,5-trimethylstyrene